O(C1=CC=CC=C1)C(=O)NC12CC(C1)(C2)C(=O)OC methyl 3-((phenoxycarbonyl)amino)bicyclo[1.1.1]pentane-1-carboxylate